3-Mercaptopropionic acid 2-methoxyethyl ester COCCOC(CCS)=O